tert-butyl (diethoxyphosphoryl)carbamate C(C)OP(=O)(OCC)NC(OC(C)(C)C)=O